(3-(2,8,9-trioxa-5-aza-1-silabicyclo[3.3.3]undec-1-yl) propyl) carbamate C(N)(OCCC[Si]12OCCN(CCO1)CCO2)=O